BrC=1C(=NN(C1)C)C(=O)N1CCN(CC1)CCC1=CC(=CC=C1)F (4-Bromo-1-methyl-1H-pyrazol-3-yl)-{4-[2-(3-fluoro-phenyl)-ethyl]-piperazin-1-yl}-methanone